C(#N)C=1C=CC(=C2C=CC=NC12)N1C[C@H]2N(CCN(CC2)CC=2C=C3CCN(CC3=CN2)C(=O)OC(C)(C)C)[C@@H](C1)C tert-butyl 6-[[(4R,10aS)-2-(8-cyano-5-quinolyl)-4-methyl-1,3,4,6,7,9,10,10a-octahydropyrazino[1,2-d][1,4]diazepin-8-yl]methyl]-3,4-dihydro-1H-2,7-naphthyridine-2-carboxylate